4-(3-{2-amino-5-[2-(1-methyl-piperidin-4-yl)-thiazol-5-yl]-pyridin-3-yloxymethyl}-phenyl)-2-methylbutan-3-yn-2-ol NC1=NC=C(C=C1OCC=1C=C(C=CC1)C#CC(C)(O)C)C1=CN=C(S1)C1CCN(CC1)C